COC(CC1CCN(C2=CC=CC=C12)C(=O)OC(C)(C)C)=O tert-butyl 4-(2-methoxy-2-oxo-ethyl)-3,4-dihydro-2H-quinoline-1-carboxylate